CC1=C2C=CC=CC2=C(C2=CC3=CC=CC=C3C=C12)C 5,12-dimethyltetracene